C(C)OC(CN1C2=C(C=C1C(=O)N)CCC2)OCC 1-(2,2-Diethoxyethyl)-1,4,5,6-tetrahydrocyclopenta[b]pyrrole-2-carboxamide